C1=NC=CC2=CC=CC(=C12)[C@H](C)N[S@](=O)C(C)(C)C (R)-N-((S)-1-(isoquinolin-8-yl)-ethyl)-2-methylpropane-2-sulfinamide